methyl 2-(1-cyanoethyl)furan-3-carboxylate C(#N)C(C)C=1OC=CC1C(=O)OC